C([2H])=C1C(NC(C(N1)=O)=CC=1N=CNC1C(C)(C)C)=O methylene-d-6-((5-(tert-butyl)-1H-imidazol-4-yl)methylene)piperazine-2,5-dione